C(C)(=O)O[C@@H]1COC2=C1C=C(C=C2S(=O)(=O)NC=2C(=C(C(=CC2)F)C=2C=C1C=NC(=NC1=C(C2)F)NC2CCN(CC2)C(=O)OC(C)(C)C)F)Cl tert-butyl 4-[(6-{3-[(3S)-3-(acetyloxy)-5-chloro-2,3-dihydro-1-benzofuran-7-sulfonamido]-2,6-difluorophenyl}-8-fluoroquinazolin-2-yl)amino]piperidine-1-carboxylate